C(C)(C)(C)OC(=O)N1CCC(CC1)CC#CCOC1=C(C(=CC(=C1)C(N)=O)[N+](=O)[O-])Cl 4-(4-(5-carbamoyl-2-chloro-3-nitrophenoxy)but-2-yn-yl)piperidine-1-carboxylic acid tert-butyl ester